BrC1=CC=CC=2N(C(NC21)=O)[C@H]2CC[C@H](CC2)C(=O)O (cis)-4-(4-bromo-2-oxo-2,3-dihydro-1H-1,3-benzodiazol-1-yl)cyclohexane-1-carboxylic acid